N-[(1-acetyl-4-piperidyl)methyl]-N-[(2S)-2-hydroxy-2-(3-pyridyl)ethyl]-2-[6-(trifluoromethyl)-3-pyridyl]acetamide C(C)(=O)N1CCC(CC1)CN(C(CC=1C=NC(=CC1)C(F)(F)F)=O)C[C@H](C=1C=NC=CC1)O